ClC1=C(C(=C(C=C1OC)OC)Cl)C1=CC2=C(N=C(N=C2)N[C@@H]2COC[C@@H]2N)C=N1 |r| (±)-(3S,4R)-N3-(6-(2,6-dichloro-3,5-dimethoxyphenyl)pyrido[3,4-d]pyrimidin-2-yl)tetrahydrofuran-3,4-diamine